8-cyclopentyl-5-methyl-2-((6-methylbenzo[c][1,2,5]thiadiazol-5-yl)amino)-5,8-dihydropteridine C1(CCCC1)N1C=CN(C=2C=NC(=NC12)NC1=CC=2C(=NSN2)C=C1C)C